(5aS,6R,11bS)-14-(cyclopropylmethyl)-10-methoxy-9-methyl-2,3,4,5,6,7-hexahydro-6,11b-(epiminoethano)naphtho[1,2-d]Azepin-5a(1H)-ol C1(CC1)CN1CC[C@]23CCNCC[C@]2([C@H]1CC1=CC(=C(C=C13)OC)C)O